FC(C(C)(O[Si](CC)(CC)CC)C)(F)C=1C(=C(C=CC1)[C@@H](C)NC=1C2=C(N=C(N1)C)C(=NC(=C2)P(=O)(C)C)OCC2=CC=C(C=C2)OC)F N-[(1R)-1-(3-{1,1-difluoro-2-methyl-2-[(triethylsilyl)oxy]propyl}-2-fluorophenyl)ethyl]-6-(dimethylphosphoryl)-8-[(4-methoxyphenyl)methoxy]-2-methylpyrido[3,4-d]pyrimidin-4-amine